trimethyl-2-pentylamine CC(C(CCC)N)(C)C